(phenyl)[(phenyl)(biphenylyl)triazinylphenyl]dibenzothiophene C1(=CC=CC=C1)C1=C(C2=C(SC3=C2C=CC=C3)C=C1)C1=C(C(=C(C=C1)C1=CC=CC=C1)C1=C(C=CC=C1)C1=CC=CC=C1)C1=NN=NC=C1